2-[3,5-dimethyl-4-[2-(trifluoromethyl)-4-pyridyl]pyrazol-1-yl]-N-(5-pyrimidin-5-yl-2-pyridyl)acetamide CC1=NN(C(=C1C1=CC(=NC=C1)C(F)(F)F)C)CC(=O)NC1=NC=C(C=C1)C=1C=NC=NC1